C(C)C1=C(OC2=C3CCC(NC3=NC=C2)=O)C=CC(=C1)N1C(N(C[C@@H]1O)C=1C=NC=C(C1)C(F)(F)F)=O 5-[2-ethyl-4-[(5S)-5-hydroxy-2-oxo-3-[5-(trifluoromethyl)-3-pyridyl]imidazolidin-1-yl]phenoxy]-3,4-dihydro-1H-1,8-naphthyridin-2-one